2-(3-(1,1-difluoro-1-(4-methyl-4H-1,2,4-triazol-3-yl)propan-2-yl)phenyl)-4-(trifluoromethyl)isoindolin-1-one FC(C(C)C=1C=C(C=CC1)N1C(C2=CC=CC(=C2C1)C(F)(F)F)=O)(C1=NN=CN1C)F